4-bromo-3-fluoro-2-{[(2S)-1,1,1-trifluoroprop-2-yl]oxy}benzoic acid BrC1=C(C(=C(C(=O)O)C=C1)O[C@H](C(F)(F)F)C)F